(R)-1-(dibenzo[b,d]furan-3-yl)ethan-1-amine C1=CC(=CC=2OC3=C(C21)C=CC=C3)[C@@H](C)N